C(CCC)[Si](C1=CC=C(C=C1)P(N(P(C1=C(C=CC=C1)C)C1=C(C=CC=C1)C)C)C1=CC=C(C=C1)[Si](CCCC)(CCCC)CCCC)(CCCC)CCCC N-(bis(4-(tributylsilyl)phenyl)phosphaneyl)-N-methyl-1,1-di-o-tolylphosphanamine